5-(2-Nitrophenyl)-N-((tetrahydrofuran-2-yl)methyl)-2-(4-(trifluoromethyl)phenyl)Oxazole-4-carboxamide [N+](=O)([O-])C1=C(C=CC=C1)C1=C(N=C(O1)C1=CC=C(C=C1)C(F)(F)F)C(=O)NCC1OCCC1